3-bromo-3-methyl-2-(2-nitrobenzylthio)-3H-indole BrC1(C(=NC2=CC=CC=C12)SCC1=C(C=CC=C1)[N+](=O)[O-])C